tert-butyl (R)-3-((6-chloroisoquinolin-1-yl)amino)piperidine-1-carboxylate ClC=1C=C2C=CN=C(C2=CC1)N[C@H]1CN(CCC1)C(=O)OC(C)(C)C